BrC1=C(C=NN1C1COC1)C 5-bromo-4-methyl-1-(oxetan-3-yl)-1H-pyrazole